BrCCC(=O)NC1=CC(=CC(=C1)F)Br 3-bromo-N-(3-bromo-5-fluorophenyl)propanamide